NC1=CC2=C(N=C(S2)N2CC3(CC2)C(NC(CC3)=O)=O)C=C1 2-(6-Aminobenzo[d]thiazol-2-yl)-2,7-diazaspiro[4.5]decane-6,8-dione